3-(3-(2-(methylcarbamoyl)-6-(trifluoromethoxy)-1H-indol-1-yl)phenyl)propanoic acid CNC(=O)C=1N(C2=CC(=CC=C2C1)OC(F)(F)F)C=1C=C(C=CC1)CCC(=O)O